C(C)(C)(C)OC(=O)CCOCCOCCOCCOCCO 14-hydroxy-3,6,9,12-tetraoxatetradecane-1-carboxylic acid tert-butyl ester